C(N)(=O)C1=CC(=C(C=C1)C1=CC(=CC(=C1)O)CN1[C@@H](COCC1)C(=O)N[C@H](C)C1=CC=C(C(=O)O)C=C1)C 4-((R)-1-((S)-4-((4'-carbamoyl-5-hydroxy-2'-methyl-[1,1'-biphenyl]-3-yl)methyl)morpholine-3-amidyl)ethyl)benzoic acid